C(C)N1C(N(C=2N=C(NC2C1=O)\C=C\C1=CC(=C(C=C1)OCF)OC)CC)=O (E)-1,3-diethyl-8-(4-(fluoromethoxy)-3-methoxystyryl)-3,7-dihydro-1H-purine-2,6-dione